tert-Butyl endo-3-((4-((4-([1,2,4]triazolo[1,5-a]pyridin-7-yloxy)-2-fluoro-3-methylphenyl)amino)quinazolin-6-yl)oxy)-8-azabicyclo[3.2.1]octane-8-carboxylate N=1C=NN2C1C=C(C=C2)OC2=C(C(=C(C=C2)NC2=NC=NC1=CC=C(C=C21)OC2CC1CCC(C2)N1C(=O)OC(C)(C)C)F)C